8-chloro-2-(3-hydroxybenzyl)-1-oxo-2,3,5,6-tetrahydro-1H-pyrrolo[3,2,1-ij]quinazolin-7-carboxylic acid methylester COC(=O)C=1C(=CC=2C(N(CN3C2C1CC3)CC3=CC(=CC=C3)O)=O)Cl